2-cyclopropyl-7-(1H-imidazole-1-yl)-1H-benzo[d]imidazole-4-amine C1(CC1)C1=NC2=C(N1)C(=CC=C2N)N2C=NC=C2